1-(3,3-difluoro-4-hydroxy-1-azaspiro[4.4]nonen-1-yl)-4,4,4-trifluoro-3-methylbutan-1-one FC1(CN(C2(C1O)C=CCC2)C(CC(C(F)(F)F)C)=O)F